C(C)OC(=O)[C@H]1C2CCC([C@@H]1NC1=NC(=NN3C1=CC=C3C(F)F)C3=CN(C1=NC=C(C=C13)F)C1=C(C=CC=C1)C)CC2 (1R,2S,3S,4R)-3-((7-(difluoromethyl)-2-(5-fluoro-1-tolyl-1H-pyrrolo[2,3-b]pyridin-3-yl)pyrrolo[2,1-f][1,2,4]triazin-4-yl)amino)bicyclo[2.2.2]octane-2-carboxylic acid ethyl ester